OC1(CN(CCC1)C(=O)OC(C)(C)C)C1N2C(C3=CC=CC=C13)=CN=C2 tert-Butyl 3-hydroxy-3-(5H-imidazo[5,1-a]isoindol-5-yl)piperidine-1-carboxylate